FC1=CC=CC=2C(=N[C@@H](C(NC21)=O)NC(=O)C2=C(N=C1N2N=C(C=C1)C)C=1C=NC(=CC1)N1CCOCC1)C1=CC=CC=C1 N-[(3S)-9-fluoro-2-oxo-5-phenyl-1,3-dihydro-1,4-benzodiazepin-3-yl]-6-methyl-2-(6-morpholin-4-ylpyridin-3-yl)imidazo[1,2-b]pyridazine-3-carboxamide